C(C)(C)(C)OC(=O)N[C@H]1CSC2=C(N(C1=O)CC1=CC=C(C=C1)Cl)C=C(C=C2)C(=O)O (3R)-3-(tert-butoxycarbonylamino)-5-[(4-chlorophenyl)methyl]-4-oxo-2,3-dihydro-1,5-benzothiazepine-7-carboxylic acid